(5'S,7a'R)-1-(3-chloro-thiophene-2-carbonyl)-5'-(3,5-difluorophenyl)tetra-hydro-3'H-spiro[piperidine-4,2'-pyrrolo[2,1-b]-oxazol]-3'-one ClC1=C(SC=C1)C(=O)N1CCC2(C(N3[C@H](O2)CC[C@H]3C3=CC(=CC(=C3)F)F)=O)CC1